O1C(=CC=C1)S(=O)(=O)[O-] furansulfonate